tert-butyl(4-((4,4-difluorocyclohexyl)methoxy)pyrazolo[1,5-a]pyridin-7-yl)carbamate C(C)(C)(C)OC(NC1=CC=C(C=2N1N=CC2)OCC2CCC(CC2)(F)F)=O